Cl.Cl.CC1=NC=2N(C(=C1CC1CCNCC1)O)N=CN2 5-methyl-6-(piperidin-4-ylmethyl)-[1,2,4]triazolo[1,5-a]pyrimidin-7-ol dihydrochloride